IC1=NN(C2=C1CN(CCO2)C(=O)OC(C)(C)C)C tert-butyl 3-iodo-1-methyl-1,4,6,7-tetrahydro-5H-pyrazolo[4,3-f][1,4]oxazepine-5-carboxylate